6-Chloro-3-(1,5-dimethyl-1H-1,2,4-triazol-3-yl)-2-methylpyridine ClC1=CC=C(C(=N1)C)C1=NN(C(=N1)C)C